FC(C(=O)O)(F)F.C(C)O[C@H]1[C@@H](CC1)NC(=O)C1=CN=C2N1N=C(C=C2NC)N2CCC1=C(C=CC=C21)C2=NC=C(C=C2F)C=O N-((1R,2R)-2-ethoxycyclobutyl)-6-(4-(3-fluoro-5-formylpyridin-2-yl)indolin-1-yl)-8-(methylamino)imidazo[1,2-b]pyridazine-3-carboxamide trifluoroacetate